methyl 3-((3-bromophenyl)thio)propanoate BrC=1C=C(C=CC1)SCCC(=O)OC